(2S,4R)-1-(2-(3-(4-(3-amino-6-methoxypyridazin-4-yl)phenyl)isoxazol-5-yl)-3-methylbutanoyl)-4-hydroxy-N-((S)-1-(4-(4-methylthiazol-5-yl)phenyl)ethyl)pyrrolidine-2-carboxamide NC=1N=NC(=CC1C1=CC=C(C=C1)C1=NOC(=C1)C(C(=O)N1[C@@H](C[C@H](C1)O)C(=O)N[C@@H](C)C1=CC=C(C=C1)C1=C(N=CS1)C)C(C)C)OC